FC(C[C@@H](C(=O)N)C1=CC=C(C=C1)F)F |r| (2RS)-4,4-difluoro-2-(4-fluorophenyl)butanamide